BrC1=C(C=C(C(=C1)F)C(F)(F)F)CC(=O)O 2-bromo-4-fluoro-5-(trifluoromethyl)-benzeneacetic acid